CC1=C(OCC(=O)N[C@H]([C@H](C[C@H](CC2=CC=CC=C2)NC(C(C(C)C)N2C(NCCC2)=O)=O)O)CC2=CC=CC=C2)C(=CC=C1)C N-[(2S,4S,5S)-5-[2-(2,6-dimethylphenoxy)acetamido]-4-hydroxy-1,6-diphenylhexan-2-yl]-3-methyl-2-(2-oxo-1,3-diazinan-1-yl)butanamide